(R)-1-cyclopropylethyl (5-(5-bromopyridin-2-yl)-3-methylisoxazol-4-yl)carbamate BrC=1C=CC(=NC1)C1=C(C(=NO1)C)NC(O[C@H](C)C1CC1)=O